N[C@H]1[C@@H](C1)OC1=CC=C(C=C1)C1=CC=C(C=C1)C=CC(CO)N1C(=NC=C1)[C@H](C)O 4-(4'-((1r,2r)-2-aminocyclopropoxy)-[1,1'-biphenyl]-4-yl)-2-(2-((S)-1-hydroxyethyl)-1H-imidazol-1-yl)but-3-en-1-ol